2-Propyl-indazole-5-carbaldehyd C(CC)N1N=C2C=CC(=CC2=C1)C=O